ClC=1C=CC(=NC1)COC1=NN=C(S1)NC(=O)C=1C=NC(=CC1C1=C(C=CC(=C1)C)OC)C N-(5-((5-chloropyridin-2-yl)methoxy)-1,3,4-thiadiazol-2-yl)-4-(2-methoxy-5-methylphenyl)-6-methylpyridine-3-carboxamide